COC(=O)C1=NC(=C(C(=C1Cl)N)Cl)C1=CC(=C(C=C1)[Si](C)(C)C)F 4-amino-3,5-dichloro-6-(3-fluoro-4-(trimethylsilyl)phenyl)-pyridine-2-carboxylic acid methyl ester